9,14-dimethylhexacene CC1=C2C=C3C=C4C=C5C=C6C=CC=CC6=CC5=CC4=C(C3=CC2=CC=C1)C